(S)-(2-bromophenyl)(4-chlorophenyl)methanol BrC1=C(C=CC=C1)[C@@H](O)C1=CC=C(C=C1)Cl